Chloroethyltrimethyl-ammonium chloride [Cl-].ClCC[N+](C)(C)C